CC1CC2=C(N1)SC(=C2)C(=O)O 5-methyl-5,6-dihydro-4H-thieno[2,3-B]pyrrole-2-carboxylic acid